3-(4-((1R,5S)-3,8-diazabicyclo[3.2.1]octan-3-yl)-2-(((S)-1-methylpyrrolidin-2-yl)methoxy)-5,8-dihydropyrido[3,4-d]pyrimidin-7(6H)-yl)-2,3-dihydro-1H-inden-1-ol [C@H]12CN(C[C@H](CC1)N2)C=2C1=C(N=C(N2)OC[C@H]2N(CCC2)C)CN(CC1)C1CC(C2=CC=CC=C12)O